C1(CC1)C=1C(NC=2C=C(C=NC2C1)CN1CCN(CC1)C=1N=CC(=NC1)C#N)=O 5-(4-((7-Cyclopropyl-6-oxo-5,6-dihydro-1,5-naphthyridin-3-yl)methyl)piperazin-1-yl)pyrazine-2-carbonitrile